C[C@]12OCC[C@@H]1[C@]1(CCCC([C@@H]1CC2)(C)C)C (3aR,5aS,9aS,9bR)-3a,6,6,9a-Tetramethyldodecahydronaphtho[2,1-b]furan